C(C=C)(=O)NC=1C(=CC(=C(C1)NC1=NC=C(C(=N1)N1CC(C2=NC(=CC=C21)C)(C)C)C(=O)OC(C)C)OC)N(C)CCN(CC)CC isopropyl 2-((5-acrylamido-4-((2-(diethylamino)ethyl)(methyl)amino)-2-methoxy-phenyl)amino)-4-(3,3,5-trimethyl-2,3-dihydro-1H-pyrrolo[3,2-b]pyridin-1-yl)pyrimidine-5-carboxylate